C1=C(C=CC=2C3=CC=CC=C3NC12)NC(C(C)(C)C)=O N-(9H-carbazol-2-yl)-2,2-dimethylpropanamide